tert-butyl (1R,5S,6s)-6-(3-hydroxy-3-methyl-1-butyn-1-yl)-3-azabicyclo[3.1.0]hexane-3-carboxylate OC(C#CC1[C@@H]2CN(C[C@H]12)C(=O)OC(C)(C)C)(C)C